6-(3-((Benzylmethoxy)carbonyl)-3-methylpyrrolidin-1-yl)nicotinic acid methyl ester COC(C1=CN=C(C=C1)N1CC(CC1)(C)C(=O)OCCC1=CC=CC=C1)=O